C(CCC)[Sn](C1=NC(=NC=C1)C(F)(F)F)(CCCC)CCCC 4-(tributylstannyl)-2-(trifluoromethyl)pyrimidine